N[C@@]1(CN(CC1)C1=C(C=NC=C1C(=O)NC1=CC(=CC=C1)C)C1=CC(=NC=C1)C#N)C 4-[(3S)-3-amino-3-methylpyrrolidin-1-yl]-2'-cyano-N-(3-methylphenyl)-[3,4'-bipyridine]-5-carboxamide